1,2,3,4-tetrafluoro-6,7,10,11-tetrakis(octyloxy)triphenylene FC1=C(C(=C(C=2C3=CC(=C(C=C3C3=CC(=C(C=C3C12)OCCCCCCCC)OCCCCCCCC)OCCCCCCCC)OCCCCCCCC)F)F)F